N-Ethyl-4-((2-(3-(3-morpholinopropoxy)phenyl)thieno[3,2-d]pyrimidin-4-yl)amino)benzamide C(C)NC(C1=CC=C(C=C1)NC=1C2=C(N=C(N1)C1=CC(=CC=C1)OCCCN1CCOCC1)C=CS2)=O